FS(=O)(=O)NS(=O)(=O)C(F)(F)F fluorosulfonyl-(trifluoromethanesulfonyl)amine